Racemic-N-(3-(Furan-3-yl)-1H-indazol-5-yl)-5,6,7,8-tetrahydroimidazo[1,5-a]pyridine-6-carboxamide O1C=C(C=C1)C1=NNC2=CC=C(C=C12)NC(=O)[C@@H]1CCC=2N(C1)C=NC2 |r|